FC=1C(OC=CC1)=O fluoropyrone